dibutyl-5-(4,4,5,5-tetramethyl-1,3,2-dioxaborolan-2-yl)pyrimidin-2-amine C(CCC)C1=C(C(=NC(=N1)N)CCCC)B1OC(C(O1)(C)C)(C)C